C(C)(C)NCCCNCCCCNCCCNC(C)C N,N'-bis(3-(isopropylamino)propyl)-1,4-butanediamine